N-(4-amino-1-tetrahydropyran-2-yl-pyrazolo[4,3-c]pyridin-7-yl)-N'-isobutyl-N'-[[4-(pentafluoro-sulfanyl)phenyl]methyl]oxamide NC1=NC=C(C2=C1C=NN2C2OCCCC2)NC(=O)C(=O)N(CC2=CC=C(C=C2)S(F)(F)(F)(F)F)CC(C)C